FC1=C(C=C(C(=C1)F)F)C1=C(C=CC=C1)NC(=O)C=1C(=NN(C1)C)C(F)F N-(2',4',5'-trifluorobiphenyl-2-yl)-3-difluoromethyl-1-methyl-pyrazol-4-yl-carboxamide